BrC1=C(C=NC2=CC=CC=C12)N 4-Bromoquinolin-3-amine